(R,Z)-3-((3-butyl-5-(cyclohexylmethyl)-2-methyl-7-(methylthio)-1,1-dioxido-2,3,4,5-tetrahydrobenzo[f][1,2,5]thiadiazepin-8-yl)oxy)-2-fluoroacrylic acid C(CCC)[C@H]1N(S(C2=C(N(C1)CC1CCCCC1)C=C(C(=C2)O\C=C(\C(=O)O)/F)SC)(=O)=O)C